(S)-6-((4-(2-(4-chloro-2-fluorophenyl)-2-methylbenzo[d][1,3]dioxol-4-yl)piperidin-1-yl)methyl)-5-((1-cyanocyclopropyl)methyl)nicotinic acid ClC1=CC(=C(C=C1)[C@@]1(OC2=C(O1)C=CC=C2C2CCN(CC2)CC2=NC=C(C(=O)O)C=C2CC2(CC2)C#N)C)F